O1C(=C(C=C1)C(=O)OC)C(=O)OC dimethyl Furandicarboxylate